FC1(CC(C1)C1=CC=C(N)C=C1)F 4-(3,3-difluorocyclobutyl)aniline